3-(3-fluoroazetidin-1-yl)-7-((trimethylsilyl)ethynyl)benzo[4,5]imidazo[1,2-a]pyridine FC1CN(C1)C1=CC=2N(C=C1)C1=C(N2)C=C(C=C1)C#C[Si](C)(C)C